COC=1C=C(C(=O)N2C[C@@H](CC[C@@H]2C)NC(OC(C)(C)C)=O)C=C(C1NC)[N+](=O)[O-] tert-butyl ((3R,6S)-1-(3-methoxy-4-(methylamino)-5-nitrobenzoyl)-6-methylpiperidin-3-yl)carbamate